5-[6-chloro-3-[1-(2-isopropyl-3,6-dimethyl-4-oxo-chromen-8-yl)ethyl-amino]-2-pyridyl]-2-(4,4,5,5-tetramethyl-1,3,2-dioxaborolan-2-yl)benzaldehyde ClC1=CC=C(C(=N1)C=1C=CC(=C(C=O)C1)B1OC(C(O1)(C)C)(C)C)NC(C)C=1C=C(C=C2C(C(=C(OC12)C(C)C)C)=O)C